C(#N)CC1(CCC(CC1)N1CC(C1)C(F)(F)F)N1N=C(C(=C1)C(=O)N)NC(=O)C1CC1 1-[1-(cyanomethyl)-4-[3-(trifluoromethyl)azetidin-1-yl]cyclohexyl]-3-(cyclopropanecarbonylamino)pyrazole-4-carboxamide